2-cyclohexyl-N-(4-fluoro-3-methylphenyl)-5-(2-(((1s,4s)-4-hydroxy-1-methylcyclohexyl)amino)-2-oxoacetyl)-1,4-dimethyl-1H-pyrrole-3-carboxamide C1(CCCCC1)C=1N(C(=C(C1C(=O)NC1=CC(=C(C=C1)F)C)C)C(C(=O)NC1(CCC(CC1)O)C)=O)C